ClC(COC(NC=1SC(=CN1)C(C)(C)C)=O)(Cl)Cl N-(5-tert-butylthiazol-2-yl)carbamic acid 2,2,2-trichloroethyl ester